C(C1=CC=CC=C1)N1C=CC2=CC(=CC=C12)C(=O)NCC1=CC=C(C=C1)S(=O)(=O)CC 1-benzyl-N-(4-(ethylsulfonyl)benzyl)-1H-indole-5-carboxamide